NCCOCCOCCC(=O)NC1=C(C(=O)NC2=NC(=NS2)C)C=CC=C1 2-(3-(2-(2-Aminoethoxy)ethoxy)propionylamino)-N-(3-methyl-1,2,4-thiadiazol-5-yl)benzamide